ClC1=CC=C(OC2=CC(=C(C=C2C2=CN(C=3C(NC=CC32)=O)C)N3C(CCC3=O)=O)C)C=C1 1-(4-(4-chlorophenoxy)-2-methyl-5-(1-methyl-7-oxo-6,7-dihydro-1H-pyrrolo[2,3-c]pyridin-3-yl)phenyl)pyrrolidine-2,5-dione